C(#N)C=1C2=C(SC1NC(=O)C1CCC(S1)C(=O)O)CCCC2 5-((3-cyano-4,5,6,7-tetrahydrobenzo[b]thiophen-2-yl)carbamoyl)tetrahydrothiophene-2-carboxylic acid